C(C)OC(=O)C=1N=C(NC1C)C 2,5-dimethyl-1H-imidazole-4-carboxylic acid ethyl ester